ethyl 4-((5-amino-2-methoxyphenyl)carbamoyl)benzoate NC=1C=CC(=C(C1)NC(=O)C1=CC=C(C(=O)OCC)C=C1)OC